C1=NC=C(C2=CC=CC=C12)N1C(N(C[C@@H]1C#N)C1=C(C=CC(=C1)C(F)(F)F)C)=O (R)-3-(isoquinolin-4-yl)-1-(2-methyl-5-(trifluoromethyl)phenyl)-2-oxoimidazolidine-4-carbonitrile